C1COC1=O Oxetanone